BrC1=NC=CC(=C1)N1C=CC2=C1N=C(N=C2)N 7-(2-bromo-pyridin-4-yl)-7H-pyrrolo[2,3-d]pyrimidin-2-amine